BrC1=NN2C(CN(CC2)C(=O)OC(C)(C)C)=C1 tert-butyl 2-bromo-6,7-dihydro-4H-pyrazolo[1,5-a]pyrazine-5-carboxylate